COC[C@@H](C(=O)O)N L-O-Methylserine